6-[(5'S,7a'R)-5'-(3,5-difluorophenyl)-3'-oxotetrahydro-1H,3'H-spiro[piperidine-4,2'-pyrrolo[2,1-b][1,3]oxazol]-1-yl]-2-methylpyridine-3-carbonitrile FC=1C=C(C=C(C1)F)[C@@H]1CC[C@H]2OC3(C(N21)=O)CCN(CC3)C3=CC=C(C(=N3)C)C#N